CC1=CC=C(C=C1)S(=O)(=O)OC1CC(C1)O (1S,3s)-3-hydroxycyclobutyl 4-methylbenzenesulfonate